C(CCC)C(CSCCCCCCCCCN(CCCO)CCCCCCCCCSCC(CCCCCC)CCCC)CCCCCC 3-(bis(9-((2-butyloctyl)thio)nonyl)amino)propan-1-ol